NC1=NC=CC=C1C1=NC=2C(=NC(=CC2)C2=NC=CC(=C2)OC)N1C1=CC=C(CN2CCC(CC2)NC2=NC(=NC=C2)C#N)C=C1 4-((1-(4-(2-(2-Aminopyridin-3-yl)-5-(4-methoxypyridin-2-yl)-3H-imidazo[4,5-b]pyridin-3-yl)benzyl)piperidin-4-yl)amino)pyrimidine-2-carbonitrile